3-{2-[(3S,4S)-3-[(4-methanesulfonyl-3-methylphenoxy)methyl]-4-methylpyrrolidin-1-yl]ethyl}benzonitrile CS(=O)(=O)C1=C(C=C(OC[C@@H]2CN(C[C@H]2C)CCC=2C=C(C#N)C=CC2)C=C1)C